4-Vinylbenzylpentaethyleneglycol monomethyl ether COC(COCCOCCOCCOCCO)CC1=CC=C(C=C1)C=C